1-(2-(3-chloro-4-hydroxyphenyl)-4-methoxybenzofuran-5-yl)-3-hydroxy-3-phenylprop-2-en-1-one ClC=1C=C(C=CC1O)C=1OC2=C(C1)C(=C(C=C2)C(C=C(C2=CC=CC=C2)O)=O)OC